ClCC(=O)N(C=1SC=C(N1)C1=CC=C(C=C1)OC)C1=CC(=CC(=C1)C)C 2-chloro-N-(3,5-dimethylphenyl)-N-[4-(4-methoxyphenyl)thiazol-2-yl]acetamide